N-(2-chloro-3-(tri-fluoromethyl)benzyl)-5-fluoro-8-hydroxy-8-methyl-5,6,7,8-tetra-hydroquinoline-5-carboxamide ClC1=C(CNC(=O)C2(C=3C=CC=NC3C(CC2)(C)O)F)C=CC=C1C(F)(F)F